(E)-3-[3-[(4-Tert-butylphenoxy)methyl]-4-methoxyphenyl]-1-(2,4-dihydroxyphenyl)prop-2-en-1-one C(C)(C)(C)C1=CC=C(OCC=2C=C(C=CC2OC)/C=C/C(=O)C2=C(C=C(C=C2)O)O)C=C1